NC1=NC(=CC(=N1)N1[C@H](COCCC1)C=1C=C(C=CC1Cl)NS(=O)(=O)C)C (S)-N-(3-(4-(2-amino-6-methylpyrimidin-4-yl)-1,4-oxaazepan-3-yl)-4-chlorophenyl)methanesulfonamide